N1(CCCC1)CC=1C=C(C=CC1)CNCC1=CC=C(C#N)C=C1 4-[({[3-(Pyrrolidin-1-ylmethyl)phenyl]methyl}amino)methyl]benzonitril